N1CCC(CC1)CS(=O)(=O)N (4-Piperidyl)methane-sulfonamide